N-benzyl-2-chloro-7-nitropyrrolo[2,1-f][1,2,4]triazin-4-amine C(C1=CC=CC=C1)NC1=NC(=NN2C1=CC=C2[N+](=O)[O-])Cl